ClC1=CC(=CC(=N1)N1[C@@H](COCC1)C)C1=C(N=NN1C)C (3R)-4-[6-chloro-4-(dimethyl-1H-1,2,3-triazol-5-yl)pyridin-2-yl]-3-methyl-morpholine